ClC1=NN2C(N=CC3=C2C(CC3C#N)(C3=NN(C=C3)C)C)=C1 2-chloro-8-methyl-8-(1-methyl-1H-pyrazol-3-yl)-7,8-dihydro-6H-cyclopenta[e]pyrazolo[1,5-a]pyrimidine-6-carbonitrile